tert-butyl (S)-(1-cyano-2-(4'-cyano-3'-cyclopropyl-3-fluoro-[1,1'-biphenyl]-4-yl)ethyl)carbamate C(#N)[C@H](CC1=C(C=C(C=C1)C1=CC(=C(C=C1)C#N)C1CC1)F)NC(OC(C)(C)C)=O